The molecule is a glycosylxylose derivative that is beta-D-Gal-(1->4)-beta-D-Xyl in which the anomeric hydroxy hydrogen has been replaced by a benzyl group. It is a glycosylxylose derivative and a glycoside. C1[C@H]([C@@H]([C@H]([C@@H](O1)OCC2=CC=CC=C2)O)O)O[C@H]3[C@@H]([C@H]([C@H]([C@H](O3)CO)O)O)O